2-(4-formyl-2,5-dimethyl-1H-imidazol-1-yl)-5-methylthiophene-3-carbonitrile C(=O)C=1N=C(N(C1C)C=1SC(=CC1C#N)C)C